[Cl-].[Cl-].[Br-].[NH4+].[NH4+] diammonium bromide dichloride